C(C(C)C)N1N=C2C(=N1)C(=CC=C2C2=CC=C(C=C2)C(C)(C)C)Br 2-isobutyl-4-(4-tert-butylphenyl)-7-bromobenzotriazol